Tert-butyl 7-((3-fluorobenzyl) oxy)-3,4-dihydroisoquinoline-2(1H)-carboxylate FC=1C=C(COC2=CC=C3CCN(CC3=C2)C(=O)OC(C)(C)C)C=CC1